tri-(methylvinyl)cyclotrisiloxane CC=C[SiH]1O[SiH](O[SiH](O1)C=CC)C=CC